CC1(COC1)CN(C1C(CCC1)OC=1C=C2CN(C(C2=CC1)=O)C1C(NC(CC1)=O)=O)CC1(COC1)C 3-(5-((2-(bis((3-methyloxetan-3-yl)methyl)amino)cyclopentyl)oxy)-1-oxoisoindolin-2-yl)piperidine-2,6-dione